BrC=1C=C(C(=O)N[C@@H](C)C2=NC(=NN2C2=NC=C(C=C2)N=S(=O)(C)CC)C)C=C(C1)C(F)(F)F 3-bromo-N-((1S)-1-(1-(5-((ethyl(methyl)(oxo)-λ6-sulfaneylidene)amino)pyridin-2-yl)-3-methyl-1H-1,2,4-triazol-5-yl)ethyl)-5-(trifluoromethyl)benzamide